5-chloro-3-(p-tolyl)indolin-2-one tert-Butyl-N-[(1R)-1-[[4-[1-(benzenesulfonyl)pyrrolo[2,3-b]pyridin-4-yl]phenyl]carbamoyl]-4-methyl-pentyl]carbamate C(C)(C)(C)OC(N[C@H](CCC(C)C)C(NC1=CC=C(C=C1)C1=C2C(=NC=C1)N(C=C2)S(=O)(=O)C2=CC=CC=C2)=O)=O.ClC=2C=C1C(C(NC1=CC2)=O)C2=CC=C(C=C2)C